rac-tert-butyl (3aR,7aR)-5-[1-(2,2-difluoroethyl)-1H-pyrazolo[3,4-b]pyrazin-6-yl]-octahydro-1H-pyrrolo[3,4-c]pyridine-2-carboxylate FC(CN1N=CC=2C1=NC(=CN2)N2C[C@H]1[C@@H](CC2)CN(C1)C(=O)OC(C)(C)C)F |r|